BrC=1OC(=CN1)C(=O)O[Si](C(C)C)(C)C Dimethylsilatert-Butyl 2-bromooxazole-5-carboxylate